C(C1=CC=CC=C1)SC1=C(C=C(C=O)C=C1)[N+](=O)[O-] 4-(benzylthio)-3-nitrobenzaldehyde